N[C@H](CC(=O)OCC)C (3S)-ethyl 3-aminobutyrate